3-ethyl-4-oxo-pyrido[3,4-d]pyridazine-1-carboxylic acid C(C)N1N=C(C2=C(C1=O)C=NC=C2)C(=O)O